(2S,4r)-1-[(2S)-2-(4-cyclopropyl-triazol-1-yl)-3,3-dimethyl-butyryl]-N-[[2-(dimethylamino)-6-methyl-pyrimidin-4-yl]methyl]-4-hydroxy-pyrrolidine-2-carboxamide C1(CC1)C=1N=NN(C1)[C@H](C(=O)N1[C@@H](C[C@H](C1)O)C(=O)NCC1=NC(=NC(=C1)C)N(C)C)C(C)(C)C